C(C)OC(=O)C=1C(=NC(=NC1)SC)N[C@H]1CN(CCC1)C(CC)=O.ClC1=C(C=CC(=C1)F)NC(COC1=C(C=C(C=C1Cl)Cl)Cl)=O N-(2-chloro-4-fluorophenyl)-2-(2,4,6-trichlorophenoxy)acetamide ethyl-(R)-2-(methylthio)-4-((1-propionyl-piperidin-3-yl)amino)pyrimidine-5-carboxylate